trimethoxy(5-methyl-2-nitrobenzyl)silane CO[Si](CC1=C(C=CC(=C1)C)[N+](=O)[O-])(OC)OC